4-((5-(piperidin-1-yl)thiophen-2-yl)methylene)-3-(trifluoromethyl)isoxazol-5(4H)-one N1(CCCCC1)C1=CC=C(S1)C=C1C(=NOC1=O)C(F)(F)F